Ethyl (3S)-3-(5-chloro-4-fluoro-2',6'-dimethyl-[1,1'-biphenyl]-3-yl)-3-(2-(5-(2-(3-methoxyazetidin-1-yl)ethyl)-2-oxo-4-(trifluoromethyl)pyridin-1(2H)-yl)-4-methylpentanamido)propanoate ClC=1C(=C(C=C(C1)C1=C(C=CC=C1C)C)[C@H](CC(=O)OCC)NC(C(CC(C)C)N1C(C=C(C(=C1)CCN1CC(C1)OC)C(F)(F)F)=O)=O)F